C(#N)CCNS(=O)(=O)N1C2CC(CC1CCC2)NC2=C1C=CC=NC1=CC(=N2)NC2=NNC(=C2)C (3-exo)-N-(2-cyanoethyl)-3-((7-((5-methyl-1H-pyrazol-3-yl)amino)-1,6-naphthyridin-5-yl)amino)-9-azabicyclo[3.3.1]nonane-9-sulfonamide